tert-Butyl L-alaninate hydrochloride Cl.N[C@@H](C)C(=O)OC(C)(C)C